FC(C1=C(C=CC=C1)COC1=C(C(=O)N)C=CC=C1)(F)F 2-{[2-(trifluoromethyl)phenyl]methoxy}benzamide